C(C1CO1)OCCC[Si](C)(C)OC γ-glycidoxypropyl-methoxydimethylsilane